NCCN1C(N(CC1)CCO)=O N-(2-aminoethyl)-N'-(2-hydroxyethyl)imidazolidin-2-one